1-isocyanato-4-trifluoromethoxy-2-nitrobenzene N(=C=O)C1=C(C=C(C=C1)OC(F)(F)F)[N+](=O)[O-]